tert-butyl 4-{[(1S,2R)-2-(2-{2-cyclopropyl-3',5'-difluoro-[1,1'-biphenyl]-3-yl}acetamido)-3,3-difluorocyclohexyl]oxy}piperidine-1-carboxylate C1(CC1)C1=C(C=CC=C1CC(=O)N[C@@H]1[C@H](CCCC1(F)F)OC1CCN(CC1)C(=O)OC(C)(C)C)C1=CC(=CC(=C1)F)F